rac-(3ar,5r,7s,7ar)-5-(2,4-dimethylphenyl)-1,3,3,7-tetramethyl-octahydrobenzo[c]isoxazole CC1=C(C=CC(=C1)C)[C@H]1C[C@@H]2[C@H](N(OC2(C)C)C)[C@H](C1)C |r|